3,4-dihydroxy-2H-furan-5-one OC=1COC(C1O)=O